Methyl 4-((3-fluoro-5-(1-((4-fluorophenyl)(methyl)carbamoyl)cyclopropane-1-carboxamido)pyridin-2-yl)oxy)-7-methoxyquinoline-6-carboxylate FC=1C(=NC=C(C1)NC(=O)C1(CC1)C(N(C)C1=CC=C(C=C1)F)=O)OC1=CC=NC2=CC(=C(C=C12)C(=O)OC)OC